1-[bis(3-fluorophenyl)methyl]-4-(5-methylpyridine-3-carbonyl)piperazine FC=1C=C(C=CC1)C(N1CCN(CC1)C(=O)C=1C=NC=C(C1)C)C1=CC(=CC=C1)F